N-ethyl-hydroxylamine phosphate P(=O)(O)(O)O.C(C)NO